BrC=1C=C(N)C=C(C1C)Cl 3-Bromo-5-chloro-4-methylaniline